(R)-(4-(Azetidin-1-yl)-2-methyl-5,7-dihydro-6H-pyrrolo[3,4-d]pyrimidin-6-yl)(1-(5-chloropyridin-3-yl)pyrrolidin-3-yl)methanone N1(CCC1)C=1C2=C(N=C(N1)C)CN(C2)C(=O)[C@H]2CN(CC2)C=2C=NC=C(C2)Cl